5-cyano-4-(1-cyclopropyl-1H-indol-3-yl)pyrimidine C(#N)C=1C(=NC=NC1)C1=CN(C2=CC=CC=C12)C1CC1